COC1CC(CC1)C1=NC=2C(=C3C(=NC2)N(C=C3)S(=O)(=O)C3=CC=CC=C3)N1 2-(3-methoxycyclopentyl)-6-(benzenesulfonyl)-1,6-dihydroimidazo[4,5-d]Pyrrolo[2,3-b]Pyridine